(±)-cis-N-[8-chloro-6-(5-isopropyl-1H-pyrazol-4-yl)-3-isoquinolyl]-2-fluoro-cyclopropanecarboxamide ClC=1C=C(C=C2C=C(N=CC12)NC(=O)[C@H]1[C@H](C1)F)C=1C=NNC1C(C)C |r|